COC(C1=C(C=C(C=C1)OC=C)Br)=O.C1(CC1)OC1=CC=C2C(NN=C(C2=C1)CC=1C=CC(=C(C(=O)N2CCN(CC2)C2=NC=C(C#N)C=C2)C1)F)=O 6-(4-(5-((7-Cyclopropoxy-4-oxo-3,4-dihydrophthalazin-1-yl)methyl)-2-fluorobenzoyl)piperazin-1-yl)nicotinonitrile Methyl-2-bromo-4-(vinyloxy)benzoate